5-Fluoro-7-methoxy-4-oxo-1,4-dihydroquinoline-3-carboxylic acid ethyl ester C(C)OC(=O)C1=CNC2=CC(=CC(=C2C1=O)F)OC